5,5'-oxybis(N-hexadecyl-2-acetyl-pyridin-4-one) O(C=1C(C=C(N(C1)CCCCCCCCCCCCCCCC)C(C)=O)=O)C=1C(C=C(N(C1)CCCCCCCCCCCCCCCC)C(C)=O)=O